5-methylphenyl acetate C(C)(=O)OC1=CC=CC(=C1)C